2-Methoxyethyl (3E)-2,2-dimethyl-3-[3-(4-methylpyrimidin-2-yl)prop-2-yn-1-ylidene]pyrrolidine-1-carboxylate CC/1(N(CC\C1=C/C#CC1=NC=CC(=N1)C)C(=O)OCCOC)C